1-methyl-3-(4-sulfobutyl)imidazole iron tetrachloride [Fe](Cl)(Cl)(Cl)Cl.CN1CN(C=C1)CCCCS(=O)(=O)O